BrC=1C(=C(C=NC1)C=O)C (5-bromo-4-methylpyridin-3-yl)methanone